ClC=1C(=NC=CC1C1=NC=C2N1C=CN=C2N2CCC1(CC2)[C@@H](C=2C(=NC=CC2)C1)N)C (S)-1'-(3-(3-chloro-2-methylpyridin-4-yl)imidazo[1,5-a]pyrazin-8-yl)-5,7-dihydrospiro[cyclopenta[b]pyridine-6,4'-piperidine]-5-amine